2-((1-((cyanomethyl)sulfonyl)piperidin-4-yl)methoxy)-5-(isoindolin-2-ylmethyl)benzonitrile C(#N)CS(=O)(=O)N1CCC(CC1)COC1=C(C#N)C=C(C=C1)CN1CC2=CC=CC=C2C1